C(C)(C)(C)OC([C@H](COC1=CC2=CN(N=C2C=C1)[C@@H]1CN(C[C@@H]1O[Si](C)(C)C(C)(C)C)C(=O)OC(C)(C)C)ON1C(C2=CC=CC=C2C1=O)=O)=O tert-Butyl (3R,4S)-3-(5-((S)-3-(tert-butoxy)-2-((1,3-dioxoisoindolin-2-yl)oxy)-3-oxopropoxy)-2H-indazol-2-yl)-4-((tert-butyldimethylsilyl)oxy)pyrrolidine-1-carboxylate